difluoro-methane-sulfonyl chloride FC(S(=O)(=O)Cl)F